N-[[5-fluoro-6-(2-methylpyridin-4-yl)pyridin-3-yl]methyl]-9H-carbazole FC=1C=C(C=NC1C1=CC(=NC=C1)C)CN1C2=CC=CC=C2C=2C=CC=CC12